ClC1=CN=C2C=CC(=NC2=C1C=1C=NN(C1)C1CCNCC1)N1C(CCC1)C1=C(C=CC(=C1)F)F 7-chloro-2-(2-(2,5-difluorophenyl)pyrrolidin-1-yl)-8-(1-(piperidin-4-yl)-1H-pyrazol-4-yl)-1,5-naphthyridine